3-(4-fluorophenyl)-1-(1H-imidazol-1-yl)propan-1-one FC1=CC=C(C=C1)CCC(=O)N1C=NC=C1